[cis-3-azabicyclo[3.1.0]hexan-3-yl]-[(3S)-1,2,3,4-tetrahydroisoquinolin-3-yl]methanone [C@@H]12CN(C[C@H]2C1)C(=O)[C@H]1NCC2=CC=CC=C2C1